1,3,5-tri(4-pyridyl)-benzene N1=CC=C(C=C1)C1=CC(=CC(=C1)C1=CC=NC=C1)C1=CC=NC=C1